OC=1C=C(C=CC1O)CC(=O)OCCCCCCCCCCCCCCCCCC octadecyl 3,4-dihydroxyphenylacetate